C(C1=CC=CC=C1)CCCC(C)C(=O)OC (2-methyl) benzyl-2-pentyl-carboxylate